2-(2-chloropyridin-3-yl)-1-(7-fluoro-5-(2-((2-hydroxylethyl)amino)pyrimidin-4-yl)indolin-1-yl)ethan-1-one ClC1=NC=CC=C1CC(=O)N1CCC2=CC(=CC(=C12)F)C1=NC(=NC=C1)NCCO